NC1=C(C=2C(=NC(=C(N2)C([2H])([2H])[2H])C([2H])([2H])[2H])N1C1=C(C(=CC=C1C)OC)C)C(=O)N 6-amino-5-(3-methoxy-2,6-dimethyl-phenyl)-2,3-bis(trideuteriomethyl)pyrrolo[2,3-b]pyrazine-7-carboxamide